5-[1-(5-amino-2-pyridyl)-3-(trifluoromethyl)pyrazol-4-yl]-N-[3-chloro-4-[[1-[(2S,4R)-4-hydroxyprolyl]-4-methylol-pyrrolidin-3-yl]carbamoyl]phenyl]-1-methyl-imidazole-2-carboxamide NC=1C=CC(=NC1)N1N=C(C(=C1)C1=CN=C(N1C)C(=O)NC1=CC(=C(C=C1)C(NC1CN(CC1CO)C([C@H]1NC[C@@H](C1)O)=O)=O)Cl)C(F)(F)F